NC1=C2N=CN(C2=NC(=N1)Cl)[C@H]1[C@H]([C@@H]([C@H](O1)COC(C(=O)O)(C(=O)O)CC1=CC=CC=C1)O)F 2-(((2R,3R,4S,5R)-5-(6-amino-2-chloro-9H-purin-9-yl)-4-fluoro-3-hydroxytetrahydro-furan-2-yl)methoxy)-2-benzylmalonic acid